perfluorododecanoic acid-13C2 F[13C]([13C](=O)O)(C(C(C(C(C(C(C(C(C(C(F)(F)F)(F)F)(F)F)(F)F)(F)F)(F)F)(F)F)(F)F)(F)F)(F)F)F